O[C@H]1C2CCC(C1)N2CC(=O)C2=C(N(C(=C2)C(C)CCS(=O)(=O)C)C2=CC=C(C#N)C=C2)C (+-)-4-(3-(2-((2R)-2-hydroxy-7-azabicyclo[2.2.1]heptan-7-yl)acetyl)-2-methyl-5-(4-(methylsulfonyl)butan-2-yl)-1H-pyrrol-1-yl)benzonitrile